tris-hydroxyphenyl-methane OC(C1=CC=CC=C1)(O)O